ClC1=C(C=CC(=C1)Cl)CC(C)=O 2,4-dichlorophenylacetone